F[B-](F)(F)F.C1(CCCCC1)P(C1CCCCC1)C1CCCCC1 tricyclohexylphosphine tetrafluoroborate